(1S,2R,3S,4R,5S)-4-(5-chloro-7-(propylamino)-3H-imidazo[4,5-b]pyridin-3-yl)-2,3-dihydroxy-N-methylbicyclo[3.1.0]hexane-1-carboxamide ClC1=CC(=C2C(=N1)N(C=N2)[C@H]2[C@@H]([C@@H]([C@@]1(C[C@H]21)C(=O)NC)O)O)NCCC